BrC1=CC=C(C=C1)C12C(C3=C(C=NC=C3Cl)O1)(C(C(C2C2=CC=CC=C2)C(=O)O)O)O 7a-(4-bromophenyl)-4-chloro-4b,5-dihydroxy-7-phenyl-4b,6,7,7a-tetrahydro-5H-cyclopenta[4,5]furo[2,3-c]pyridine-6-carboxylic acid